CC1=CNC2=NC=C(C=C21)C2=CC(=C1CCN(CC1=C2)C=2C=NC=CC2)[C@H]2NCCC2 (S)-7-(3-methyl-1H-pyrrolo[2,3-b]pyridin-5-yl)-2-(pyridin-3-yl)-5-(pyrrolidin-2-yl)-1,2,3,4-tetrahydroisoquinoline